4-(8-hydroxyoctyloxy)benzoic acid OCCCCCCCCOC1=CC=C(C(=O)O)C=C1